FC1=C(C2=C(C=CO2)C=C1)NC(=O)N1C(C2=NN(C=C2C1)C(=O)[O-])(C)C 5-((6-fluorobenzofuran-7-yl) carbamoyl)-6,6-dimethyl-5,6-dihydropyrrolo[3,4-c]pyrazole-2(4H)-carboxylate